4-(4-((1R,5S)-3,8-diazabicyclo[3.2.1]octan-8-yl)-6-chloro-8-fluoro-2-((tetrahydro-1H-pyrrolizin-7a(5H)-yl)methoxy)quinazolin-7-yl)naphthalen-2-ol [C@H]12CNC[C@H](CC1)N2C2=NC(=NC1=C(C(=C(C=C21)Cl)C2=CC(=CC1=CC=CC=C21)O)F)OCC21CCCN1CCC2